N,N-di(3-methylphenyl)-1,1-biphenyl-4,4-diamine CC=1C=C(C=CC1)N(C1(CC=C(C=C1)C1=CC=CC=C1)N)C1=CC(=CC=C1)C